C1(CC1)NC(=S)N/N=C(\C)/C1=NC=CC=C1 (E)-N-cyclopropyl-2-(1-(pyridin-2-yl)ethylidene)hydrazine-1-carbothioamide